N4-(3-chloro-4-(pyridin-2-ylmethoxy)phenyl)-7-(6-methyl-2,6-diazaspiro[3.3]heptan-2-yl)quinazoline-4,6-diamine ClC=1C=C(C=CC1OCC1=NC=CC=C1)NC1=NC=NC2=CC(=C(C=C12)N)N1CC2(C1)CN(C2)C